N,2,3-trimethyl-4,5,6,7-tetrahydrobenzothiophen-6-amine hydrochloride salt Cl.CNC1CC2=C(C(=C(S2)C)C)CC1